FC(CN1N=CC=2C1=NC(=CN2)N2CC1(CCN(C1=O)C1=NC=C(C=C1)C(F)(F)F)CC2)F 7-[1-(2,2-difluoroethyl)-1H-pyrazolo[3,4-b]pyrazin-6-yl]-2-[5-(trifluoromethyl)pyridin-2-yl]-2,7-diazaspiro[4.4]nonan-1-one